4-amino-N-(6-cyano-2,3-dihydrobenzofuran-3-yl)-N-cyclopropylimidazo[1,5-a]quinoxaline-8-carboxamide NC=1C=2N(C3=CC(=CC=C3N1)C(=O)N(C1CC1)C1COC3=C1C=CC(=C3)C#N)C=NC2